FC1=CC(=C(C=C1)C1=C2C=NN(C2=CC(=C1)C1CN(C1)[C@@H](CCC=O)C(C)C)C)C(=O)N1[C@@H](COCC1)C (4S)-4-[3-(4-{4-fluoro-2-[(3R)-3-methylmorpholine-4-carbonyl]phenyl}-1-methyl-1H-indazol-6-yl)azetidin-1-yl]-5-methylhexanal